C(C)OC(COCC1(CCN(CC1)C(=O)OC(C)(C)C)C)=O tert-butyl 4-[(2-ethoxy-2-oxo-ethoxy)methyl]-4-methyl-piperidine-1-carboxylate